CN1C(=NN=C1C1=NC=NC=C1)CNC=1C=C(C(=O)N[C@H](C)C2=CC=C(OCCCCCCOCCOCCOCCCCCC(=O)OC)C=C2)C=CC1 (R)-methyl 6-(2-(2-(6-(4-(1-(3-((4-methyl-5-(pyrimidin-4-yl)-4H-1,2,4-triazol-3-yl)methylamino)benzamido)ethyl)phenoxy)hexyloxy)ethoxy)ethoxy)hexanoate